FC(C(=O)O)(F)F.CN1C(=NC2=CC=C(C=C2C1=O)C(F)(F)F)[C@H]1CNCCC1 (R)-3-methyl-2-(piperidin-3-yl)-6-(trifluoromethyl)quinazolin-4(3H)-one trifluoroacetic acid salt